1-[(2S,3S)-2-Amino-3-methylpentyl]-3-[(1S,2R)-2-phenylcyclopropyl]-1-(4'-propyl-[1,1'-biphenyl]-4-yl)urea N[C@H](CN(C(=O)N[C@@H]1[C@H](C1)C1=CC=CC=C1)C1=CC=C(C=C1)C1=CC=C(C=C1)CCC)[C@H](CC)C